tert-butyl 4-[6-chloro-4-(3,3-difluoroazetidin-1-yl)pyridin-2-yl]piperidine-1-carboxylate ClC1=CC(=CC(=N1)C1CCN(CC1)C(=O)OC(C)(C)C)N1CC(C1)(F)F